C(C)(C)(C)OC(=O)N1CCC2(CCC(C2N[S@](=O)C(C)(C)C)CO)CC1 1-((R)-1,1-dimethylethylsulfinamido)-2-(hydroxymethyl)-8-azaspiro[4.5]decane-8-carboxylic acid tert-butyl ester